N-(6-methyl-5-(1-methyl-7-(methylsulfonyl)-2-oxo-1,2-dihydropyrimido[4,5-d]pyrimidine-3(4H)-yl)pyridin-3-yl)-3-(trifluoromethyl)benzamide CC1=C(C=C(C=N1)NC(C1=CC(=CC=C1)C(F)(F)F)=O)N1C(N(C2=NC(=NC=C2C1)S(=O)(=O)C)C)=O